N-(2-bromo-4-methyl-6-(methylcarbamoyl)phenyl)oxetane-3-carboxamide BrC1=C(C(=CC(=C1)C)C(NC)=O)NC(=O)C1COC1